8-[5-(3-Cyclopentyl-2,3,4,5-tetrahydro-1H-3-benzazepin-7-yl)-1H-pyrazolo[3,4-b]pyridin-3-yl]-5-methyl-2,3,4,5-tetrahydro-1-benzoxepin-5-ol C1(CCCC1)N1CCC2=C(CC1)C=CC(=C2)C=2C=C1C(=NC2)NN=C1C1=CC2=C(C(CCCO2)(O)C)C=C1